tert-Butyl 4-(4-(cyanomethyl)-2,3-difluorophenyl)piperazine-1-carboxylate C(#N)CC1=C(C(=C(C=C1)N1CCN(CC1)C(=O)OC(C)(C)C)F)F